3-(1-naphthyl)-1-cyclopentylcarbonylthiourea C1(=CC=CC2=CC=CC=C12)NC(NC(=O)C1CCCC1)=S